1,4-Dimethylpiperidine-4-carboxylic acid hydrochloride Cl.CN1CCC(CC1)(C(=O)O)C